1-(5-((3,4-dihydro-2H-benzo[b][1,4]dioxepin-6-yl)amino)-7-(methylamino)pyrazolo[1,5-a]pyrimidin-3-yl)-3-methylurea O1C2=C(OCCC1)C(=CC=C2)NC2=NC=1N(C(=C2)NC)N=CC1NC(=O)NC